4-[[5-[(4-chlorophenyl)methoxy]-4-methyl-3-pyridyl]methyl]-3-fluoro-N-(methylsulfamoyl)pyridin-2-amine ClC1=CC=C(C=C1)COC=1C(=C(C=NC1)CC1=C(C(=NC=C1)NS(NC)(=O)=O)F)C